NC1=NN(C=N1)C=1C=C(C#N)C=CC1 3-(3-amino-1H-1,2,4-triazol-1-yl)benzonitrile